C(CCCCCC)(=O)Cl Heptanoyl chloride